1,2cis-dichloroethylene Cl\C=C/Cl